3-(4-(aminomethyl)phenyl)-6-((1-(4-(cyclopent-1-en-1-yl)-2-fluorobenzyl)-4-hydroxypiperidin-4-yl)methyl)-2-methyl-2,6-dihydro-7H-pyrazolo[4,3-d]pyrimidin-7-one dihydrochloride Cl.Cl.NCC1=CC=C(C=C1)C=1N(N=C2C1N=CN(C2=O)CC2(CCN(CC2)CC2=C(C=C(C=C2)C2=CCCC2)F)O)C